2-methylpropan-2-ol methanesulfonate CS(=O)(=O)OC(C)(C)C